OC(CCCCCCCCC(=O)O)CCCCC 10-Hydroxy-pentadecanoic acid